C(CCC)NC=1C=C(C(=O)O)C=C(C1OC1=CC=CC=C1)S(N)(=O)=O 3-(butylamino)-4-phenoxy-5-sulfamoyl-benzoic acid